5-(benzyloxy)-2H-pyrano[2,3-f]quinazolin-10(9H)-one C(C1=CC=CC=C1)OC1=C2C(=C3C(NC=NC3=C1)=O)OCC=C2